2-[6-[[4-(trifluoromethyl)triazol-2-yl]methyl]-2-azaspiro[3.3]heptane-2-carbonyl]-8-oxa-2,5-diazaspiro[3.5]nonan-6-one FC(C1=NN(N=C1)CC1CC2(CN(C2)C(=O)N2CC3(C2)NC(COC3)=O)C1)(F)F